F[C@H]1[C@H](C1)C(=O)NC1=NC=C2C=C(C=NC2=C1)C=1C=NC(=CC1C)[C@H](CC=C)O (1R,2R)-2-fluoro-N-(3-(6-((S)-1-hydroxybut-3-en-1-yl)-4-methylpyridin-3-yl)-1,6-naphthyridin-7-yl)cyclopropane-1-carboxamide